4-cyclopentyl-2-((1s,4s,5r)-5-((5-cyclopropyl-3-(spiro[2.5]oct-6-yl)isoxazol-4-yl)methoxy)-2-azabicyclo[2.2.1]heptan-2-yl)benzo[d]thiazole-6-carboxylic acid C1(CCCC1)C1=CC(=CC2=C1N=C(S2)N2[C@@H]1C[C@H]([C@H](C2)C1)OCC=1C(=NOC1C1CC1)C1CCC2(CC2)CC1)C(=O)O